ClC=1C=NC(=NC1)C1CN(C1)[C@H]1[C@@H](CCCC1)OC=1C=C2CN(C(C2=CC1)=O)C12C(NC(C(C1)C2)=O)=O (5-(((trans)-2-(3-(5-chloropyrimidin-2-yl)azetidin-1-yl)cyclohexyl)oxy)-1-oxo-isoindolin-2-yl)-3-azabicyclo[3.1.1]heptane-2,4-dione